CC1=NN=C(O1)N1CCN(CC1)C(=O)OC(C)(C)C tert-butyl 4-(5-methyl-1,3,4-oxadiazol-2-yl)piperazine-1-carboxylate